succinyl-CoA C(CCC(=O)O)(=O)SCCNC(CCNC([C@@H](C(COP(OP(OC[C@@H]1[C@H]([C@H]([C@@H](O1)N1C=NC=2C(N)=NC=NC12)O)OP(=O)(O)O)(=O)O)(=O)O)(C)C)O)=O)=O